4,4'-([1,1'-biphenyl]-4,4'-diylbis(4,5-diphenyl-1H-imidazole-1,2-diyl))diphenol C1(=CC=C(C=C1)N1C(=NC(=C1C1=CC=CC=C1)C1=CC=CC=C1)C1=CC=C(C=C1)O)C1=CC=C(C=C1)N1C(=NC(=C1C1=CC=CC=C1)C1=CC=CC=C1)C1=CC=C(C=C1)O